FC(C=1C=CC(=C(C1)O)C1=NN=C(C2=CC=CC=C12)NC1CN(CCC1)C)F 5-(difluoromethyl)-2-(4-((1-methylpiperidin-3-yl)amino)phthalazin-1-yl)phenol